C(C)(C)OP(=O)(OC(C)C)CP(=O)(OCC)CCC1C(C(CO1)O)O 5-[2-[diisopropoxyphosphorylmethyl(ethoxy)phosphoryl]ethyl]tetrahydrofuran-3,4-diol